BrC1=CC(=C(C=C1)C1(COC1)N[S@](=O)C(C)(C)C)OC |r| (±)-N-(3-(4-bromo-2-methoxyphenyl)oxetan-3-yl)-2-methylpropane-2-sulfinamide